(6-(1,3-dioxolan-2-yl)-2,4-difluoro-3-(trimethylsilyl)phenyl)-2-fluoroethane-1-ol O1C(OCC1)C1=CC(=C(C(=C1C(CF)O)F)[Si](C)(C)C)F